1,5-dihydropyrrol N1CC=CC1